N-(2-chloro-6-methylphenyl)-2-((6-(4-(8-((2-(2,6-dioxopiperidin-3-yl)-1,3-dioxoisoindolin-4-yl)amino)octanoyl)piperazin-1-yl)-2-methylpyrimidin-4-yl)amino)thiazole-5-carboxamide ClC1=C(C(=CC=C1)C)NC(=O)C1=CN=C(S1)NC1=NC(=NC(=C1)N1CCN(CC1)C(CCCCCCCNC1=C2C(N(C(C2=CC=C1)=O)C1C(NC(CC1)=O)=O)=O)=O)C